[N+](=O)([O-])C1=C(C=NC2=NN=C(S2)C=2C=C(C(O)=CC2)O)C=CC=C1 4-{5-[(2-nitrobenzylidene)amino]-1,3,4-thiadiazol-2-yl}catechol